3-[3-(dimethylamino)propyl]-1-(3-{5-methoxy-[1,3]thiazolo[4,5-b]pyridin-6-yl}-1H-pyrrolo[2,3-b]pyridin-6-yl)urea CN(CCCNC(NC1=CC=C2C(=N1)NC=C2C=2C=C1C(=NC2OC)N=CS1)=O)C